1-Methylazetidin-3-yl (5-(7-fluoro-4-oxo-3,4-dihydrophthalazin-1-yl)-1H-benzimidazol-2-yl)carbamate FC1=CC=C2C(NN=C(C2=C1)C1=CC2=C(NC(=N2)NC(OC2CN(C2)C)=O)C=C1)=O